8-bromo-7-hydroxychroman-4-one BrC=1C(=CC=C2C(CCOC12)=O)O